1,3-bis(4-dimethylaminophenyl)-1,3-propanedione CN(C1=CC=C(C=C1)C(CC(=O)C1=CC=C(C=C1)N(C)C)=O)C